(5-amino-2-(2-fluoro-6-((3-methyl-2,5-dioxo-imidazolidin-1-yl)methyl)benzyl)-8-(pyrimidin-4-yl)-[1,2,4]triazolo[1,5-c]pyrimidin-7-yl)benzonitrile NC1=NC(=C(C=2N1N=C(N2)CC2=C(C=CC=C2CN2C(N(CC2=O)C)=O)F)C2=NC=NC=C2)C2=C(C#N)C=CC=C2